4-[(7-cyclobutyl-2-{[(2R,7aS)-2-fluorotetrahydro-1H-pyrrolizin-7a(5H)-yl]methoxy}-6-methoxy-7H-purin-8-yl)oxy]-6-fluoro-5-{[tri(propan-2-yl)silyl]ethynyl}naphthalen-2-ol C1(CCC1)N1C(=NC2=NC(=NC(=C12)OC)OC[C@]12CCCN2C[C@@H](C1)F)OC1=CC(=CC2=CC=C(C(=C12)C#C[Si](C(C)C)(C(C)C)C(C)C)F)O